[(R)-1-(6-methoxy-pyridin-3-yl)propyl]-amide COC1=CC=C(C=N1)[C@@H](CC)[NH-]